O1N=C(C=C1)NC=1NC=2N(C(C1C1=CC=C(C=C1)OC)=O)N=C(C2C2=CC=CC=C2)C2=CC=CC=C2 5-(isoxazol-3-ylamino)-6-(4-methoxyphenyl)-2,3-diphenylpyrazolo[1,5-a]pyrimidin-7(4H)-one